(1S,2S)-2-fluoro-N-(3-(3-fluoro-2-methoxyphenyl)-1H-pyrazolo[3,4-b]pyridin-6-yl)cyclopropane-1-carboxamide F[C@@H]1[C@@H](C1)C(=O)NC1=CC=C2C(=N1)NN=C2C2=C(C(=CC=C2)F)OC